7-(4-bromo-3-chloro-benzoyl)-2-[4-(cyclopropoxy)phenyl]-N-[[2-(4-methoxy-pyrazol-1-yl)phenyl]methyl]-6-methyl-3-oxo-6,8-dihydro-5H-imidazo[1,5-a]pyrazine-1-carboxamide BrC1=C(C=C(C(=O)N2CC=3N(CC2C)C(N(C3C(=O)NCC3=C(C=CC=C3)N3N=CC(=C3)OC)C3=CC=C(C=C3)OC3CC3)=O)C=C1)Cl